NCCNCCNCCNCC 1,4,7,10-tetrazadodecane